[OH-].C(CCCCCCCCCCCCCCCCCCCCC)[N+](C)(C)C behenyl-trimethylammonium hydroxide